4-fluoro-2-(1-pyrrolyl)benzoic acid FC1=CC(=C(C(=O)O)C=C1)N1C=CC=C1